CN1CCN(CC1)[C@@H]1CC[C@H](CC1)NC1=NN2C(C=N1)=C(C=C2)C2=NC1=CC=CN=C1C=C2 N-(trans-4-(4-methylpiperazin-1-yl)cyclohexyl)-5-(1,5-naphthyridin-2-yl)pyrrolo[2,1-f][1,2,4]triazin-2-amine